7-((3aR,4R,6R,6aS)-6-(((tert-butyldiphenylsilyl)oxy)methyl)-2,2,6,6a-tetramethyltetrahydrofuro[3,4-d][1,3]dioxol-4-yl)-4-chloro-7H-pyrrolo[2,3-d]pyrimidine [Si](C1=CC=CC=C1)(C1=CC=CC=C1)(C(C)(C)C)OC[C@]1(O[C@H]([C@H]2[C@@]1(OC(O2)(C)C)C)N2C=CC1=C2N=CN=C1Cl)C